C(C)N(C1=CC2=C(C=C(C(O2)=O)C(=O)O)C=C1)CC 7-(diethylamino)-2-oxo-2H-benzopyran-3-carboxylic acid